C(C)(=O)C=1C=C2C(=CC=NC2=CC1)NC1=CC=C(C(=O)NC2=CC=C(C=C2)NC2=CC=NC=C2)C=C1 4-(6-Acetylquinolin-4-ylamino)-N-(4-(pyridin-4-ylamino)phenyl)benzamide